4-(2-benzyl-4-(3,4-dichlorophenyl)piperazine-1-carbonyl)quinolin-2(1H)-one C(C1=CC=CC=C1)C1N(CCN(C1)C1=CC(=C(C=C1)Cl)Cl)C(=O)C1=CC(NC2=CC=CC=C12)=O